1-aminopropyl-3-vinylimidazole bromide [Br-].NC(CC)C1=NC=CN1C=C